C(C)(C)(C)OC(=O)N(C=1C=2N(N=C(C1)SC1CN(CCC1)C(=O)OC(C)(C)C)C(=CN2)C(C)C)CC2=C(C=CC=C2)OC(F)(F)F tert-butyl 3-((8-((tert-butoxycarbonyl)(2-(trifluoromethoxy)benzyl)amino)-3-isopropylimidazo[1,2-b]pyridazin-6-yl)thio)piperidine-1-carboxylate